BrC1=CC=2N=CNC(C2S1)=O 6-bromothieno[3,2-d]pyrimidin-4(3H)-one